NC(=S)[O-].[Zn+2].NC(=S)[O-] zinc aminothioformate